C(C1=CN=CC=C1)(=O)OC1=C(C(=CC(=C1)Cl)C=NC1=C(C=C(C=C1)Cl)Cl)OC(C(C)C)=O 5-chloro-3-((2,4-dichlorophenylimino)-methyl)-2-(isobutyryl-oxy)phenyl nicotinate